3-{[1-({9-[(cyclopropylmethyl)amino]-7-methoxy-1H,2H,3H-cyclopenta[b]quinolin-6-yl}oxy)-3-(pyrrolidin-1-yl)propan-2-yl]oxy}propan-1-ol C1(CC1)CNC1=C2C(=NC=3C=C(C(=CC13)OC)OCC(CN1CCCC1)OCCCO)CCC2